(2S)-2-[4,10-bis({[1-(benzyloxy)-6-oxopyridin-2-yl]methyl})-7-[2-(tert-butoxy)-2-oxoethyl]-1,4,7,10-tetraazacyclododecan-1-yl]glutaric acid 1-tert-butyl 5-methyl ester COC(CC[C@@H](C(=O)OC(C)(C)C)N1CCN(CCN(CCN(CC1)CC=1N(C(C=CC1)=O)OCC1=CC=CC=C1)CC(=O)OC(C)(C)C)CC=1N(C(C=CC1)=O)OCC1=CC=CC=C1)=O